N-(3-(7-fluoro-2-((3-fluoro-4-(4-methylpiperazin-1-yl)phenyl)amino)quinazolin-8-yl)phenyl)acrylamide FC1=CC=C2C=NC(=NC2=C1C=1C=C(C=CC1)NC(C=C)=O)NC1=CC(=C(C=C1)N1CCN(CC1)C)F